2,5-dimethylpyrrolidine-1-sulfonamide CC1N(C(CC1)C)S(=O)(=O)N